C(CCC)[Bi]=N butylbismuthanimine